C(#N)C1CC(CCC1)N1C=C(C2=C1N=CN=C2N2C[C@H](N(C[C@@H]2C)C(=O)OC(C)(C)C)C)C(F)(F)F tert-butyl (2R,5S)-4-(7-(3-cyanocyclohexyl)-5-(trifluoromethyl)-7H-pyrrolo[2,3-d]pyrimidin-4-yl)-2,5-dimethylpiperazine-1-carboxylate